dimethylglyoxime disodium salt hydrate O.[Na].[Na].CC(C(=NO)C)=NO